2-methyl-6-(1-methyl-5-(((tetrahydro-2H-pyran-2-yl)oxy)methyl)-1H-1,2,3-triazol-4-yl)nicotinic acid methyl ester COC(C1=C(N=C(C=C1)C=1N=NN(C1COC1OCCCC1)C)C)=O